(Z)-3,7-dimethylnona-1,6-dien-3-yl 2-hydroxybenzoate OC1=C(C(=O)OC(C=C)(CC\C=C(/CC)\C)C)C=CC=C1